COC1=CC2=C([C@]3([C@@](O2)([C@@H]([C@H]([C@H]3O)C3=NN=C(N3)C)C3=CC=CC=C3)C3=CC=C(C=C3)OC)O)C(=C1)OC |r| rac-(1R,2S,3S,3aR,8bS)-6,8-dimethoxy-3a-(4-methoxyphenyl)-2-(5-methyl-4H-1,2,4-triazol-3-yl)-3-phenyl-2,3,3a,8b-tetrahydro-1H-cyclopenta[b]benzofuran-1,8b-diol